COC=1C=C(C=NC1)C1=NC(=NC(=N1)C1=NC(=CC=C1)C(F)(F)F)NC1=CC(=NC=C1)C(F)(F)F 4-(5-methoxypyridin-3-yl)-6-(6-(trifluoromethyl)pyridin-2-yl)-N-(2-(trifluoromethyl)pyridin-4-yl)-1,3,5-triazin-2-amine